BrC=1N=CN(C1)COCC[Si](C)(C)C 2-[(4-Bromoimidazol-1-yl)methoxy]ethyl-trimethyl-silane